C(=C\C1=CC=CC=C1)/C=1C=C(C=C(C1)O)O (E)-5-styrylbenzene-1,3-diol